ethyl (E)-3-(5-fluoro-6-(((tetrahydro-2H-pyran-2-yl)oxy)methyl)pyridin-3-yl)acrylate FC=1C=C(C=NC1COC1OCCCC1)/C=C/C(=O)OCC